styreneacrylic acid C(=CC1=CC=CC=C1)C=CC(=O)O